(S)-3-((S)-sec-butyl)-N-hydroxy-2-oxo-1,2,3,5-tetrahydro-4H-benzo[e][1,4]diazepine-4-carboximidamide [C@H](C)(CC)[C@@H]1N(CC2=C(NC1=O)C=CC=C2)C(NO)=N